CC([C@@H](C(=O)N1[C@@H](C[C@H](C1)O)C(=O)NC)N1N=NC(=C1)CN1C(COCC1)=O)(C)C (2S,4r)-1-[(2S)-3,3-dimethyl-2-[4-[(3-oxomorpholin-4-yl)methyl]triazol-1-yl]butyryl]-4-hydroxy-N-methyl-pyrrolidine-2-carboxamide